6-methyl-1,4-dithia-6-azaspiro[4.4]nonane CN1C2(SCCS2)CCC1